COC1=CC=2N=CN=C(C2N=C1NCC1=CC=C(C=C1)OC)C=1C(=NN(C1)C)C1=CC=CC=C1 7-methoxy-N-(4-methoxybenzyl)-4-(1-methyl-3-phenyl-1H-pyrazol-4-yl)pyrido[3,2-d]pyrimidin-6-amine